(S)-4-amino-7-chloro-N-(6-((2-fluoropyridin-3-yl)ethynyl)-2,3-dihydrobenzofuran-3-yl)-N-methyl-1,3-dihydrofuro[3,4-c]quinoline-8-carboxamide NC1=NC=2C=C(C(=CC2C2=C1COC2)C(=O)N(C)[C@@H]2COC1=C2C=CC(=C1)C#CC=1C(=NC=CC1)F)Cl